O[C@@H](CN(S(=O)(=O)C1=CC=C(C=C1)[N+](=O)[O-])CC(C=1C=NN(C1)COCC[Si](C)(C)C)=O)C N-[(2R)-2-hydroxypropyl]-4-nitro-N-[2-oxo-2-[1-(2-trimethylsilylethoxymethyl)pyrazol-4-yl]ethyl]benzenesulfonamide